2-(4-(tert-butyl)phenyl)cyclohexanone C(C)(C)(C)C1=CC=C(C=C1)C1C(CCCC1)=O